tert-butyl-3-(8-(2,4-dimethoxybenzyl)-5-methyl-6,7-dioxo-5,6,7,8-tetrahydronaphthyridin-4-yl)-3,8-diazabicyclo[3.2.1]octane-8-carboxylate C(C)(C)(C)OC(=O)N1C2CN(CC1CC2)C2=CC=NC=1N(C(C(C(C21)C)=O)=O)CC2=C(C=C(C=C2)OC)OC